C1(=CC=CC=C1)[C@H](C)N=C=O (S)-1-phenylethyl isocyanate